C(C)(=O)N[C@@H](CO)[C@@H](O)C(=O)[C@@H](O)C 2-acetamido-2,6-dideoxy-L-arabino-4-hexulose